NC1=NC=2C=C(C=CC2C=2C1=NN(N2)CCNC(C(C)(C)F)=O)C2=CC=NN2 N-{2-[4-amino-7-(1H-pyrazol-5-yl)-2H-[1,2,3]triazolo[4,5-c]quinolin-2-yl]ethyl}-2-fluoro-2-methylpropanamide